4-(3-(trans-4-(2-((2S,4r,6R)-2,6-dimethylpiperidin-4-yl)ethoxy)cyclohexyl)-4,4-dimethyl-5-oxo-2-thioxoimidazolidin-1-yl)-2-(trifluoromethyl)benzonitrile C[C@@H]1N[C@@H](CC(C1)CCO[C@@H]1CC[C@H](CC1)N1C(N(C(C1(C)C)=O)C1=CC(=C(C#N)C=C1)C(F)(F)F)=S)C